C(CCCCC(=O)OCC1CC2C(CC1C)O2)(=O)OCC2CC1C(CC2C)O1 bis(3,4-epoxy- 6-methylcyclohexylmethyl) adipate